(S)-3-bromo-N-(2,2-difluoro-3-(4-fluorophenyl)-3-hydroxypropyl)-2-fluoro-6-(trifluoromethyl)benzamide ethyl-2-hydroxy-2-(trifluoromethyl)pent-4-enoate C(C)OC(C(CC=C)(C(F)(F)F)O)=O.BrC=1C(=C(C(=O)NCC([C@@H](O)C2=CC=C(C=C2)F)(F)F)C(=CC1)C(F)(F)F)F